7-chloro-N-(pyridin-2-yl)quinolin-4-amine ClC1=CC=C2C(=CC=NC2=C1)NC1=NC=CC=C1